CC=1SC2=C(N1)C=CC(=C2)C=2N=C1N(C(C2)=O)C=C(C=C1)C=1CCN(CC1)C 2-(2-methyl-1,3-benzothiazol-6-yl)-7-(1-methyl-1,2,3,6-tetrahydropyridin-4-yl)-4H-pyrido[1,2-a]pyrimidin-4-one